ClC=1C=C2C(=NC=NC2=C(C1C1=C(C=CC=C1)F)F)N(CCN=C=NC1=CC=CC=C1)C 6-chloro-8-fluoro-7-(2-fluorophenyl)-N-methyl-N-(2-(((phenylimino)methylene)amino)ethyl)quinazolin-4-amine